FC=1C=CC(=C(C1)C1=CC(=C(N=N1)NC1C[C@@H]2[C@@H](CN(C2)CC2CCOCC2)C1)C(F)(F)F)OC (3aR,5s,6aS)-N-(6-(5-fluoro-2-methoxyphenyl)-4-(trifluoromethyl)pyridazin-3-yl)-2-((tetrahydro-2H-pyran-4-yl)methyl)octahydro-cyclopenta[c]pyrrol-5-amine